C(C)(=O)OCC(=O)C1=C(C=C(C=C1)C(F)(F)F)NC(C1=CC(=CC=C1)Br)=O 2-(2-(3-bromobenzoylamino)-4-(trifluoromethyl)Phenyl)-2-oxoethyl acetate